4-aminomethylbenzyl cyanide NCC1=CC=C(CC#N)C=C1